tert-butyl (3aR,6aR)-1-[3-(2,6-dibenzyloxy-3-pyridyl)phenyl]-2,3,3a,5,6,6a-hexahydropyrrolo[3,2-b]pyrrole-4-carboxylate C(C1=CC=CC=C1)OC1=NC(=CC=C1C=1C=C(C=CC1)N1[C@H]2[C@@H](CC1)N(CC2)C(=O)OC(C)(C)C)OCC2=CC=CC=C2